C1(=CC=CC=C1)C=1N(C2=CC=CC=C2C1)C1=C(C=CC=C1)C 2-phenyl-1-tolyl-1H-indole